C[C@]12CC(C[C@](CCC1)(N2)C)N(C2=CN=C(N=N2)C=2C(=CC(=NC2)N2C=NC=C2)O)C 5-(6-(((1R,3s,5S)-1,5-dimethyl-9-azabicyclo[3.3.1]nonan-3-yl)(methyl)amino)-1,2,4-triazin-3-yl)-2-(1H-imidazol-1-yl)pyridin-4-ol